ClC1=NC=C(C(=N1)O[C@@H]1[C@@H](CCC1)O)CC cis-2-((2-chloro-5-ethylpyrimidin-4-yl)oxy)cyclopentan-1-ol